BrC=1C(=C(C(=O)N/N=C/N(C)C)C=CC1)F (E)-N'-(3-bromo-2-fluorobenzoyl)-N,N-dimethylformohydrazonamide